FC(C(F)(F)F)CCOCCC(C(F)(F)F)F 2-tetrafluoroethyl-ethyl ether